N1=C(C=CC=C1)SS[C@H]1[C@@H](CCC2=CC=CC=C12)O |r| trans-(1RS,2RS)-1-(2-pyridyldisulfanyl)tetralin-2-ol